FC(C1CC=CCC1)(F)F 4-(trifluoromethyl)cyclohex-1-en